(3R)-3-[1-[(3-bromophenyl)methyl]-2-methoxy-1-methyl-2-oxoethyl]pyrrolidine-1-carboxylic acid tert-butyl ester C(C)(C)(C)OC(=O)N1C[C@H](CC1)C(C(=O)OC)(C)CC1=CC(=CC=C1)Br